ClC1=CC(=C(C=N1)C=1CCN(CC1)C(=O)OC(C)(C)C)C tert-butyl 6-chloro-4-methyl-3',6'-dihydro-[3,4'-bipyridine]-1'(2'h)-carboxylate